2-((3,5-difluoro-4-(4-methylpiperazin-1-yl)phenyl)amino)quinazolin FC=1C=C(C=C(C1N1CCN(CC1)C)F)NC1=NC2=CC=CC=C2C=N1